α-Tocopheryl Acetate CC1=C(C(=C(C2=C1O[C@](CC2)(C)CCC[C@H](C)CCC[C@H](C)CCCC(C)C)C)OC(=O)C)C